FC(CCOC)(F)C1(CCC(CC1)NC(OCCCC)=O)O butyl N-[4-(1,1-difluoro-3-methoxypropyl)-4-hydroxycyclohexyl]carbamate